C(C)(C)(C)C1=CC=C(C=N1)C=1N=C2SCC(CN2C(C1C#N)=O)CC 8-(6-tert-butylpyridin-3-yl)-3-ethyl-6-oxo-2H,3H,4H,6H-pyrimido[2,1-b][1,3]thiazine-7-carbonitrile